ClC1=CC=C2C(=CNC2=C1)S(=O)(=O)NC1=NC=C(C(=N1)OC)OCCCF 6-chloro-N-[5-(3-fluoropropoxy)-4-methoxy-pyrimidin-2-yl]-1H-indole-3-sulfonic acid amide